2-(2-methylbenzo[d]oxazol-7-yl)-3,4-dihydroisoquinolin-1(2H)-one CC=1OC2=C(N1)C=CC=C2N2C(C1=CC=CC=C1CC2)=O